2-(benzothiophen-2-yl)-4-(trifluoromethyl)quinoline S1C(=CC2=C1C=CC=C2)C2=NC1=CC=CC=C1C(=C2)C(F)(F)F